6-chloro-N-[4-(tetrahydrofuran-3-ylmethoxy)phenyl]pyrido[3,2-d]pyrimidin-4-amine ClC=1C=CC=2N=CN=C(C2N1)NC1=CC=C(C=C1)OCC1COCC1